C(CC(C)C)N1CCC2(CN(C([C@@H](O2)C)=O)CCC)CC1 (S)-9-isopentyl-2-methyl-4-propyl-1-oxa-4,9-diazaspiro[5.5]undecan-3-one